1-methylmethanethiosulfonate CCS(=O)([O-])=S